C(CCCCCCC)C(CN1C2=C(C3=C(C1=O)C=CS3)SC(=C2)[Sn](C)(C)C)CCCCCCCCCC 4-(2-octyldodecyl)-2-(trimethylstannyl)dithieno[3,2-b:2',3'-d]pyridin-5(4H)-one